ClC=1C=CC(=C(C1)COC1CC2(C(N3C(O2)CC[C@H]3C3=NC=CN=C3)=O)C1)C1=CN=CO1 (5'S)-3-{[5-chloro-2-(1,3-oxazol-5-yl)phenyl]methoxy}-5'-(pyrazin-2-yl)tetrahydro-3'H-spiro[cyclobutane-1,2'-pyrrolo[2,1-b][1,3]oxazol]-3'-one